[Si](C)(C)(C(C)(C)C)OC1=C(C=CC=C1)C=1C2=C(C(N=C2C(=C(C1)F)F)=O)N1CC=2N(CC1)C=CN2 4-((tert-butyldimethylsilyloxy)phenyl)-3-(5,6-dihydroimidazo[1,2-a]pyrazin-7(8H)-yl)-6,7-difluoroindol-2-one